C(C(C)C)NCCCCN N-isobutylbutane-1,4-diamine